N2-(1-(6-nitrobenzo[d][1,3]dioxol-5-yl)ethyl)oxycarbonyl-7-methylguanosine 5'-methylene(bisphosphonate) C(P(O)(O)=O)P(O)(=O)OC[C@@H]1[C@H]([C@H]([C@@H](O1)N1C=[N+](C=2C(=O)NC(NC(=O)OC(C)C3=CC4=C(OCO4)C=C3[N+](=O)[O-])=NC12)C)O)O